NC[C@@]1(OC2=C(C1)C(=C(C=C2)Cl)C2=C(C(=O)N)C=CC(=C2F)OC(F)F)C2=CC=CC=C2 2-((2s,4s)-2-(aminomethyl)-5-chloro-2-phenyl-2,3-dihydrobenzofuran-4-yl)-4-(difluoromethoxy)-3-fluorobenzamide